tert-butyl 4-[3-[[4-[1-(2,6-dioxo-3-piperidyl)-3-methyl-2-oxo-benzimidazol-5-yl]piperazin-1-yl]methyl]cyclobutoxy]piperidine-1-carboxylate O=C1NC(CCC1N1C(N(C2=C1C=CC(=C2)N2CCN(CC2)CC2CC(C2)OC2CCN(CC2)C(=O)OC(C)(C)C)C)=O)=O